C(C1=CC=CC=C1)N1CCN(CC1)CC=1NC(=NN1)C=1NC2=CC=C(C=C2C1)F 2-(5-((4-benzylpiperazin-1-yl)methyl)-4H-1,2,4-triazol-3-yl)-5-fluoro-1H-indole